C(CC)[Si]CCC di-n-propyl-silicon